5-(4-(Hexyloxy)-1,2,5-thiadiazol-3-yl)-1-methyl-1-(1-(propionyloxy)propyl)-1,2,3,6-tetrahydropyridin-1-ium chloride [Cl-].C(CCCCC)OC=1C(=NSN1)C1=CCC[N+](C1)(C(CC)OC(CC)=O)C